2',3'-dideoxy-5-fluorouridine FC=1C(NC(N([C@H]2CC[C@@H](CO)O2)C1)=O)=O